COC1=NC=CC=C1CC(=O)O (2-methoxy-3-pyridyl)acetic acid